The molecule is a limonoid that is the C-23 epimer of vepaol. It has been isolated from Azadirachta indica. It has a role as a metabolite and a plant metabolite. It is an acetate ester, an epoxide, a limonoid, a secondary alcohol, a tertiary alcohol and a methyl ester. It derives from a tiglic acid. C/C=C(\\C)/C(=O)O[C@H]1C[C@H]([C@]2(CO[C@@H]3[C@@H]2[C@]14CO[C@@]([C@H]4[C@]([C@@H]3O)(C)[C@@]56[C@@H]7C[C@H]([C@@]5(O6)C)[C@]8(C[C@@H](O[C@H]8O7)OC)O)(C(=O)OC)O)C(=O)OC)OC(=O)C